Cl.Cl.O[C@H]1[C@@H](CCCC1)NC=1N=NC(=C2C1CNCC2)C2=C(C=C(C=C2)C(F)(F)F)O 2-(4-{[(1R,2R)-2-hydroxycyclohexyl]amino}-5,6,7,8-tetrahydropyrido[3,4-d]pyridazine-1-yl)-5-(trifluoromethyl)phenol dihydrochloride